5-hexyl-2-((1S,6S)-3-methyl-6-(prop-1-en-2-yl)cyclohex-2-enyl)benzene-1,3-diol C(CCCCC)C=1C=C(C(=C(C1)O)[C@H]1C=C(CC[C@@H]1C(=C)C)C)O